(+)-1-Boc-3-aminopyrrolidine C(=O)(OC(C)(C)C)N1CC(CC1)N